methyl (S)-2-amino-3-(4-(2-methyl-3-oxo-5-((1-phenyl-2,5,8,11-tetraoxatridecan-13-yl)oxy)-2,3-dihydropyridazin-4-yl)phenyl)propanoate N[C@H](C(=O)OC)CC1=CC=C(C=C1)C=1C(N(N=CC1OCCOCCOCCOCCOCC1=CC=CC=C1)C)=O